C12CCCCCCCC(C1)C2 Bicyclo[7.1.1]undecane